BrC1=CC=C2CN(C(C2=C1)=O)C1C(NC(CC1)=O)=O 6-bromo-2-(2,6-dioxopiperidin-3-yl)-1-oxoisoindoline